tert-butyl (4-bromo-3-chloro-2-nitrophenyl)(tert-butoxycarbonyl)carbamate BrC1=C(C(=C(C=C1)N(C(OC(C)(C)C)=O)C(=O)OC(C)(C)C)[N+](=O)[O-])Cl